methyl 3-(4-((phenoxycarbonyl) amino)phenyl)bicyclo[1.1.1]pentane-1-carboxylate O(C1=CC=CC=C1)C(=O)NC1=CC=C(C=C1)C12CC(C1)(C2)C(=O)OC